ClCC=1C(=C(C=NC1)C1C(NC(CC1)=O)=O)F 3-(5-(Chloromethyl)-4-fluoropyridin-3-yl)piperidine-2,6-dione